C(CC#C)N1[C@@H](CCC1)COC=1N=C(C2=C(N1)CN(CC2)C2=CC=CC1=CC=CC(=C21)C)N2C[C@@H](NCC2)CC#N 2-((S)-4-(2-(((S)-1-(but-3-yn-1-yl)pyrrolidin-2-yl)methoxy)-7-(8-methylnaphthalen-1-yl)-5,6,7,8-tetrahydropyrido[3,4-d]pyrimidin-4-yl)piperazin-2-yl)acetonitrile